(2Z)-6-hydroxy-2-(pyridin-3-ylmethylene)-1-benzofuran-3(2H)-one OC1=CC2=C(C(/C(/O2)=C/C=2C=NC=CC2)=O)C=C1